(R)-6-(2-(3-chlorophenyl)-2-hydroxyacetyl)-2-(1-(3-(pyridin-3-yl)phenyl)cyclopropyl)-5,6,7,8-tetrahydropyrido[4,3-d]pyrimidin-4(3H)-one ClC=1C=C(C=CC1)[C@H](C(=O)N1CC2=C(N=C(NC2=O)C2(CC2)C2=CC(=CC=C2)C=2C=NC=CC2)CC1)O